C(CCCCCCC)/C(/C(=O)[O-])=C/C(=O)[O-].C(CCCCCCC)/C(/C(=O)[O-])=C/C(=O)[O-].C(CCC)[Sn+4]CCCC dibutyltin bis(octyl maleate)